hydroxy-[1,1'-biphenyl]-4-formaldehyde OC1=C(C=CC(=C1)C=O)C1=CC=CC=C1